3,3,7,7-tetramethyl-2,4,5,6-tetrahydro-1H-inden-1-ol CC1(CC(C=2C(CCCC12)(C)C)O)C